C(C(=C)C)(=O)OCC(C)(C)NC(C(=C1C2=CC=CC=C2SC=2C=CC=CC12)C#N)=O 2-(2-cyano-2-(9H-thioxanthen-9-ylidene)acetamido)-2-methylpropyl methacrylate